FC=1C=C(C=C(C1OC1COCC1)F)NC(=O)C=1N=C(OC1CC)N1CC(C1)(OC)CC N-(3,5-difluoro-4-((tetrahydrofuran-3-yl)oxy)phenyl)-5-ethyl-2-(3-ethyl-3-methoxyazetidin-1-yl)oxazole-4-carboxamide